CN1N=CC=C1C(=O)N1[C@@H](C2=C(CC1)NC=N2)C=2SC1=C(N2)C(=CC=C1)C(F)(F)F (S)-(1-methyl-1H-pyrazol-5-yl)(4-(4-(trifluoromethyl)benzo[d]thiazol-2-yl)-6,7-dihydro-1H-imidazo[4,5-c]pyridin-5(4H)-yl)methanone